FC([C@@H](C1=CC=C(C=C1)F)N1N=CC(=C1)C1=NC(=NC=C1F)C1=C(C=2N(C=C1)N=C(N2)N)C)(C)F (R)-7-(4-(1-(2,2-difluoro-1-(4-fluorophenyl)propyl)-1H-pyrazol-4-yl)-5-fluoropyrimidin-2-yl)-8-methyl-[1,2,4]triazolo[1,5-a]pyridin-2-amine